CIS-3-HEPTENE CC\C=C/CCC